C(C)(C)(C)N[C@@H](CCC(=O)O)C(=O)O mono-tert-butyl-glutamic acid